4-(4-(4-(Chlorodifluoromethoxy)phenylamino)phthalazin-1-yl)benzamide ClC(OC1=CC=C(C=C1)NC1=NN=C(C2=CC=CC=C12)C1=CC=C(C(=O)N)C=C1)(F)F